4-(3-bromo-7-methylimidazo[1,2-a]pyridin-2-yl)-3,5-difluoro-N-methylbenzamide BrC1=C(N=C2N1C=CC(=C2)C)C2=C(C=C(C(=O)NC)C=C2F)F